ClC1=C(C(=C(C=C1OC)OC)Cl)N1CC2=C(C=3C=CC=NC13)N=C(N=C2)N[C@@H]2COCC[C@@H]2NC(C=C)=O N-((3S,4S)-3-((6-(2,6-dichloro-3,5-dimethoxyphenyl)-5,6-dihydropyrimido[5,4-c][1,8]naphthyridin-2-yl)amino)tetrahydro-2H-pyran-4-yl)acrylamide